tert-butyl (S)-2-((S)-2-((((9H-fluoren-9-yl)methoxy)carbonyl)amino)-3-(pyridin-3-yl)propanamido)hexanoate C1=CC=CC=2C3=CC=CC=C3C(C12)COC(=O)N[C@H](C(=O)N[C@H](C(=O)OC(C)(C)C)CCCC)CC=1C=NC=CC1